OC1=C(C=CC(=C1)C(F)(F)F)C=1C2=C(C(=NN1)N[C@H]1CN(CCC1)C(=O)OC(C)(C)C)CCC2 tert-butyl (3R)-3-({4-[2-hydroxy-4-(trifluoromethyl)phenyl]-5H,6H,7H-cyclopenta[d]pyridazin-1-yl}amino)piperidine-1-carboxylate